(2-chloro-4-phenoxyphenyl)(4-((4-(4-(dimethoxymethyl)piperidin-1-yl)-3-fluorophenyl)amino)-7H-pyrrolo[2,3-d]pyrimidin-5-yl)methanone ClC1=C(C=CC(=C1)OC1=CC=CC=C1)C(=O)C1=CNC=2N=CN=C(C21)NC2=CC(=C(C=C2)N2CCC(CC2)C(OC)OC)F